COC(=O)[C@H]1N(CCC1)S(=O)(=O)C1=CC=C(C=C1)C1=CC=C(C=C1)[N+](=O)[O-] (2S)-1-[4-(4-Nitrophenyl)benzenesulfonyl]pyrrolidine-2-carboxylic acid methyl ester